CC1(OCC[C@@H](C1)C=1C=C2C(=CN1)N(C(=C2)C(=O)O)[C@@]2([C@H](C2)C)C2=NOC(N2)=C=O)C 5-((S)-2,2-Dimethyltetrahydro-2H-pyran-4-yl)-1-((1S,2S)-2-methyl-1-(5-carbonyl-4,5-dihydro-1,2,4-oxadiazol-3-yl)cyclopropyl)-1H-pyrrolo[2,3-c]pyridine-2-carboxylic acid